CN(C)CC1(CC1)COC=1N=C(C2=C(N1)CN(C2)C(=O)C2=CC(=CC1=CC=CC(=C21)I)O)N2CCC(CC2)F (2-((1-((dimethylamino)methyl)cyclopropyl)methoxy)-4-(4-fluoropiperidin-1-yl)-5,7-dihydro-6H-pyrrolo[3,4-d]pyrimidin-6-yl)(3-hydroxy-8-iodonaphthalen-1-yl)methanone